C1=C(C=CC2=NC3=CC=C(C=C3N=C12)S(=O)(=O)O)S(=O)(=O)O Phenazine-2,8-disulfonic acid